8-Hydroxy-3-(3-hydroxy-4-methoxyphenyl)-3,4-dihydroisocarbostyril OC=1C=CC=C2CC(NC(=O)C12)C1=CC(=C(C=C1)OC)O